C(C)NCC=C N-ethyl-allyl-amine